C(C=C)(=O)OCCCOC1=CC=C(C=C1)C(C)(C)C1=CC=C(C=C1)OCCCOC(C=C)=O bis(4-acryloyloxypropoxyphenyl)propane